NC=1NC(=C(N1)C=1C=CC2=C(CCO2)C1)C1=CC(=NC=C1)NC 4-(2-Amino-4-(2,3-dihydrobenzofuran-5-yl)-1H-imidazol-5-yl)-N-methylpyridin-2-amine